5-(4-hydroxyphenyl)-2H-pyridine OC1=CC=C(C=C1)C=1C=CCNC1